CC(C)CCCC(CC)C 2,6-Dimethyl-octane